(2,2',4',5'-tetrafluorobiphenyl-4-yl)-3,6-dihydro-2H-1,3,4-oxadiazin-2-one FC1=C(C=CC(=C1)N1C(OCC=N1)=O)C1=C(C=C(C(=C1)F)F)F